4-((1S,3S)-3-butyl-6,7-dimethoxy-2-propioloyl-1,2,3,4-tetrahydroisoquinolin-1-yl)-N-cyclopropylbenzamide C(CCC)[C@@H]1N([C@H](C2=CC(=C(C=C2C1)OC)OC)C1=CC=C(C(=O)NC2CC2)C=C1)C(C#C)=O